ClCC1=NOC(=C1)C1=CC(=C(C(=C1)C(F)(F)F)F)OC 3-(Chloromethyl)-5-(4-fluoro-3-methoxy-5-(trifluoromethyl)phenyl)isoxazole